2-(2,2-dibromoethenyl)-1-nitrobenzene BrC(=CC1=C(C=CC=C1)[N+](=O)[O-])Br